17-iodo-androst-16-ene-3β-ol IC=1[C@]2(C)[C@@H](CC1)[C@@H]1CCC3C[C@H](CC[C@]3(C)[C@H]1CC2)O